spiro[3,4-dihydro-1,4-benzoxazine-2,1'-cyclopropane]-8-yl-methanone C12(CC1)OC1=C(NC2)C=CC=C1C=O